BrC=1C=C(C=CC1OC1=CC=CC=C1)C1=NC2=CC(=C(C=C2C(=N1)N)OCCCN1CCOCC1)OC (3-bromo-4-phenoxyphenyl)-7-methoxy-6-(3-morpholinopropoxy)quinazolin-4-amine